NC1CCN(CC1)C1=C(C=NC2=CC=C(C=C12)C=1C(=C(C#N)C=CC1)C=NO)C1=CC(=CC(=C1)F)F 3-[4-(4-aminopiperidin-1-yl)-3-(3,5-difluorophenyl)quinolin-6-yl]-2-[(hydroxyimino)methyl]benzonitrile